5-[(2-ethylspiro[6,7-dihydrothieno[3,2-c]pyran-4,4'-piperidin]-1'-yl)methyl]piperidine-2-carboxylic acid methyl ester (trifluoroacetate) FC(C(=O)O)(F)F.COC(=O)C1NCC(CC1)CN1CCC2(CC1)OCCC1=C2C=C(S1)CC